C(C)(C)(C)OC(=O)N1CCC(=CC1)C=1SC2=C(N1)C=CC(=C2)C(=O)OCC ethyl 2-(1-(tert-butoxycarbonyl)-1,2,3,6-tetrahydropyridin-4-yl)benzo[d]thiazole-6-carboxylate